(E)-hexane-1,6-diyl dioleate C(CCCCCCC\C=C\CCCCCCCC)(=O)OCCCCCCOC(CCCCCCC\C=C/CCCCCCCC)=O